ClC1=C(C=CC=C1)C=1SC=C(N1)C(=O)N1CCN(CC1)C(C=C)=O 1-(4-(2-(2-chlorophenyl)thiazole-4-carbonyl)piperazin-1-yl)prop-2-en-1-one